4-((2R,4S,6R)-4-bromo-6-methyltetrahydro-2H-pyran-2-yl)-1-cyclopropyl-1H-pyrazole Br[C@@H]1C[C@@H](O[C@@H](C1)C)C=1C=NN(C1)C1CC1